2-(5-chloro-2-propoxyphenyl)acetaldehyde ClC=1C=CC(=C(C1)CC=O)OCCC